tetradecyl-methyl-ethyl-benzyl-ammonium chloride [Cl-].C(CCCCCCCCCCCCC)[N+](CC1=CC=CC=C1)(CC)C